C(#N)C=1C=C(C=C2[C@H]([C@H](C[C@@H](C12)C=1C=CC(=C2[C@@H](C(CC12)(F)F)O)C=1C(=NC(=NC1)C#N)C)F)F)F 5-[(3S)-7-[(1R,3S,4R)-8-cyano-3,4,6-trifluoro-1,2,3,4-tetrahydronaphthalen-1-yl]-2,2-difluoro-3-hydroxy-2,3-dihydro-1H-inden-4-yl]-4-methylpyrimidine-2-carbonitrile